ClC1=CC(=C(C=C1)O)C=NC1=CC(=CC(=C1)Cl)Cl 4-chloro-2-((3,5-dichlorophenylimino)methyl)phenol